C(C)(C)C1=C(NC2=CC=C(C=C12)C1CCN(CC1)C1COC1)C=1C(=C(C=2N(C1)N=CN2)OC)C 6-(3-isopropyl-5-(1-(oxetan-3-yl)piperidin-4-yl)-1H-indol-2-yl)-8-methoxy-7-methyl-[1,2,4]triazolo[1,5-a]pyridine